isopropyl 8-(4-cyclopentylpiperazin-1-yl)-5,5-dimethyl-1,3,4,5-tetrahydro-2H-benzo[c]azepine-2-carboxylate C1(CCCC1)N1CCN(CC1)C=1C=CC2=C(CN(CCC2(C)C)C(=O)OC(C)C)C1